2-[2-oxo-3-[4-(4,4,5,5-tetramethyl-1,3,2-dioxaborolan-2-yl)-phenyl]benzimidazol-1-yl]-N-(2,2,2-trifluoroethyl)acetamide O=C1N(C2=C(N1CC(=O)NCC(F)(F)F)C=CC=C2)C2=CC=C(C=C2)B2OC(C(O2)(C)C)(C)C